FC1=C(C=C(C(=C1)C)C=1C=NC(=C(C1)N1CCOCC1)C#CC)C1=C(C(=O)N)C=C(N=C1)C1(CC1)C (2-fluoro-4-methyl-5-(5-morpholino-6-(prop-1-yn-1-yl)pyridin-3-yl)phenyl)-6-(1-methylcyclopropyl)isonicotinamide